methyl 2-((4-bromo-2-nitrophenyl) amino)-3-hydroxybutyrate BrC1=CC(=C(C=C1)NC(C(=O)OC)C(C)O)[N+](=O)[O-]